2-Methyl-Acrylat CC(C(=O)[O-])=C